C(N)(OC1=C(C(=C(C=C1)O)C(C)(C)C)C(F)F)=O (tert-butyl 2-difluoromethyl-4-hydroxyphenyl) carbamate